OC(C(=O)O)=CC=CC=CCCCCCCCCCCCCC (S)-hydroxyeicosatrienoic acid